C(C)(C)(C)OC(=O)N1COC2=C(C1)C=CC=C2C2=CC(=C(C=C2)C(=O)OC)N2CCOCC2 8-(4-Methoxycarbonyl-3-morpholin-4-ylphenyl)-2,4-dihydro-1,3-benzoxazine-3-carboxylic acid tert-butyl ester